CC1=C[C@@H]2[C@]([C@@H](C1=O)O)([C@]3([C@@H]([C@H]([C@H]([C@@]34CO4)O2)O)OC(=O)C)C)CO (3β,4α,7α)-3,7,15-trihydroxy-8-oxo-12,13-epoxytrichothec-9-en-4-yl acetate